acetylpantothenic acid C(C)(=O)C(C(=O)O)CNC([C@H](O)C(C)(C)CO)=O